2-(6-(((1s,2s,3r,5r)-2-fluoro-1,5-dimethyl-8-azabicyclo[3.2.1]oct-3-yl)oxy)pyridazin-3-yl)-5-(1H-pyrazol-1-yl)phenol F[C@H]1[C@@]2(CC[C@](C[C@H]1OC1=CC=C(N=N1)C1=C(C=C(C=C1)N1N=CC=C1)O)(N2)C)C